COCCOC1=CC=C2C=CNC2=C1 6-(2-methoxyethoxy)-1H-indole